C(C)C1C(CN(CC1)C(=O)OC(C)(C)C)C=1OC(=CN1)C1=CC=C(C=C1)OC tert-butyl 4-ethyl-3-[5-(4-methoxyphenyl)oxazol-2-yl]piperidine-1-carboxylate